[C@@H]1([C@H](O)[C@H](O)[C@H](O1)CO)N1C=C(CC=C1)C(=O)N 1,4-dihydro-1-β-D-ribofuranosyl-3-pyridinecarboxamide